3-amino-6,7-dibromo-N-(4-fluoro-3-(trifluoromethyl)phenyl)-2-naphthamide NC=1C(=CC2=CC(=C(C=C2C1)Br)Br)C(=O)NC1=CC(=C(C=C1)F)C(F)(F)F